O=C1NC(CCC1N1C(C2=C(C1)C=C(S2)CNC(=O)NC2=C(C=C(C=C2)C)OC)=O)=O 1-((5-(2,6-dioxopiperidin-3-yl)-6-oxo-5,6-dihydro-4H-thieno[2,3-c]Pyrrol-2-yl)methyl)-3-(3-methoxy-4-tolyl)urea